Methyl 3-(5-methyl-4-((3-(2-oxopropyl)-1,2,4-thiadiazol-5-yl) carbamoyl)furan-2-yl)benzoate CC1=C(C=C(O1)C=1C=C(C(=O)OC)C=CC1)C(NC1=NC(=NS1)CC(C)=O)=O